FC(C(=O)O)(F)F.NCC1=CC=C(C=C1)NC(=O)C=1OC(=CC1)CCCN 5-(3-amino-propyl)-furan-2-carboxylic acid (4-aminomethyl-phenyl)-amide trifluoroacetate